C(\C=C\C)N1C(C2=C(C(=C1)C1=CC(=C(C=C1)C(=O)N1CCN(CC1)C)Cl)C=C(N2)C)=O 6-[(E)-But-2-enyl]-4-[3-chloro-4-(4-methylpiperazin-1-carbonyl)phenyl]-2-methyl-1H-pyrrolo-[2,3-c]pyridin-7-on